(3R,4S)-3-amino-1-(N-(azetidin-3-yl)-N-isopropylsulfamoyl)-4-(3-boronopropyl)pyrrolidine-3-carboxylic acid, 2,2,2-trifluoroacetic acid salt FC(C(=O)O)(F)F.N[C@]1(CN(C[C@@H]1CCCB(O)O)S(N(C(C)C)C1CNC1)(=O)=O)C(=O)O